BrC1=C(C(=C(C=C1)NC=1C=NN2C1C(NCC2(C)C)=O)OC)F 3-[(4-bromo-3-fluoro-2-methoxyphenyl)amino]-7,7-dimethyl-5H,6H-pyrazolo[1,5-a]pyrazin-4-one